3-(5-(7-((4'-chloro-5,5-dimethyl-3,4,5,6-tetrahydro-[1,1'-biphenyl]-2-yl)methyl)-2,7-diazaspiro[3.5]nonane-2-carbonyl)-7-fluoro-1-oxoisoindolin-2-yl)piperidine-2,6-dione ClC1=CC=C(C=C1)C1=C(CCC(C1)(C)C)CN1CCC2(CN(C2)C(=O)C=2C=C3CN(C(C3=C(C2)F)=O)C2C(NC(CC2)=O)=O)CC1